B(OC=1N=C(N(C1)CC1=CC=C(C=C1)OC)C)[O-] (1-(4-methoxybenzyl)-2-methyl-1H-imidazol-4-yl) boronate